C(C)(C)(C)OC(=O)N1C2CN(CC1CC2)C2=NC(=NC1=C(C(=C(C=C21)C(F)(F)F)Br)F)OCC21CCCN1CCC2 tert-butyl-3-(7-bromo-8-fluoro-2-((tetrahydro-1H-pyrrolizin-7a(5H)-yl)methoxy)-6-(trifluoromethyl)quinazolin-4-yl)-3,8-diazabicyclo[3.2.1]octane-8-carboxylate